COC(C1=C(C=C2CCCN(C2=N1)C(=O)OC1=CC=CC=C1)CN1C(OC=CC=C1)=C=O)OC phenyl 7-(dimethoxymethyl)-6-((2-carbonyl-1,3-oxazepin-3-yl) methyl)-3,4-dihydro-1,8-naphthyridine-1(2H)-carboxylate